P(=O)(O)(O)[O-].[Ca+2].P(=O)(O)(O)[O-] Calcium dihydrogenphosphat